4,5,6,7-tetrahydropyrazolo[1,5-a]pyrazine dihydrochloride Cl.Cl.N1=CC=C2N1CCNC2